(R)-N-(5-cyano-4-((1-(methylthio)propan-2-yl)amino)pyridin-2-yl)-7-formyl-6-((4-methyl-2-oxopiperazin-1-yl)methyl)-3,4-dihydro-1,8-naphthyridine-1(2H)-carboxamide C(#N)C=1C(=CC(=NC1)NC(=O)N1CCCC2=CC(=C(N=C12)C=O)CN1C(CN(CC1)C)=O)N[C@@H](CSC)C